(R)-3-amino-1-ethylazetidin-2-one N[C@H]1C(N(C1)CC)=O